C(C)C(C(=O)O)N1C(CCC1)=O (+)-alpha-ethyl-2-oxo-pyrrolidineacetic acid